(2r,4s)-2-((1r,5s,6s)-6-(3-(tert-butyl)phenyl)-3-azabicyclo[3.1.0]hexane-3-carbonyl)-5-azaspiro[3.4]octane-6-one C(C)(C)(C)C=1C=C(C=CC1)C1[C@@H]2CN(C[C@H]12)C(=O)C1CC2(C1)NC(CC2)=O